1-butyl-1,4-dihydropyridine-3-formamide C(CCC)N1C=C(CC=C1)C(=O)N